2-ethyl-tin (II) hexanoate C(CCCCC)(=O)[O-].CC[Sn+]